tert-Butyl (R)-6-chloro-3-((1-(2-(6-iodopyridin-3-yl)-3,6-dimethyl-4-oxo-3,4-dihydroquinazolin-8-yl)ethyl)amino)picolinate ClC1=CC=C(C(=N1)C(=O)OC(C)(C)C)N[C@H](C)C=1C=C(C=C2C(N(C(=NC12)C=1C=NC(=CC1)I)C)=O)C